ClC=1C(=NC(=NC1)NC1=CC(=NC=C1)OC)C1=CC=C2CN(C(C2=C1)=O)[C@@H](C(=O)N[C@H](CO)C1=NC(=CC=C1)NCC)C (2R)-2-(6-{5-chloro-2-[(2-methoxypyridin-4-yl)amino]pyrimidin-4-yl}-1-oxo-2,3-dihydro-1H-isoindol-2-yl)-N-[(1S)-1-[6-(ethylamino)pyridin-2-yl]-2-hydroxyethyl]propanamide